(M)-3-chloro-4-((3-fluoro-5-methylpyridin-2-yl)methoxy)-6''-(2-hydroxypropan-2-yl)-3'',5',6-trimethyl-2H-[1,4':2',2''-terpyridin]-2-one ClC=1C(N(C(=CC1OCC1=NC=C(C=C1F)C)C)C1=CC(=NC=C1C)C1=NC(=CC=C1C)C(C)(C)O)=O